2-decyltetradecan C(CCCCCCCCC)C(C)CCCCCCCCCCCC